C(C)(C)[C@@H]1NCC=2C1=NC=C(C2)C(=O)NCC2=CC=C(C(=O)OC)C=C2 methyl (S)-4-((7-isopropyl-6,7-dihydro-5H-pyrrolo[3,4-b]pyridine-3-carboxamido)methyl)benzoate